[C@@H]12C(C[C@@H](C=C1)C2)C(C=O)=O 2-((1S,4S)-bicyclo[2.2.1]hept-5-en-2-yl)-2-oxoacetaldehyde